ClC=1C=C(CNC(=O)C=2N=CN(C2)C2=NC(=NC=C2C)N[C@@H]2COCC2)C=CC1Cl (S)-N-(3,4-dichloro-benzyl)-1-(5-methyl-2-((tetrahydro-furan-3-yl)amino)-pyrimidin-4-yl)-1H-imidazole-4-carboxamide